[N+](=O)([O-])C=1N=CC=C(C(=O)N)C1 6-nitroisonicotinamide